5-(2-bromo-6-fluorophenyl)-3-chloro-1-((2-(trimethylsilyl)ethoxy)methyl)-1H-pyrazolo[4,3-c]pyridazin-6(5H)-one BrC1=C(C(=CC=C1)F)N1N=C2C(=CC1=O)N(N=C2Cl)COCC[Si](C)(C)C